tert-butyl N-[2-(4,4-difluorocyclohexyl)-4-(2-fluorophenyl)-3-pyridyl]carbamate FC1(CCC(CC1)C1=NC=CC(=C1NC(OC(C)(C)C)=O)C1=C(C=CC=C1)F)F